(S)-3-(3-chloro-4-fluorophenyl)-1-methyl-1-(1-(1-oxo-1,2-dihydroisoquinolin-4-yl)ethyl)urea ClC=1C=C(C=CC1F)NC(N([C@@H](C)C1=CNC(C2=CC=CC=C12)=O)C)=O